FC1=C(C(=O)NC2=NC(=CC=C2)C(=O)C2CCNCC2)C(=CC(=C1)F)F 2,4,6-Trifluoro-N-[6-(piperidine-4-carbonyl)-pyridin-2-yl]-benzamide